C1(=CC=CC2=CC=CC=C12)C1=C(C=2NC3=CC=CC=C3C2C=C1)C1=C(C=CC=C1)N [(naphthylcarbazolyl)phenyl]amine